The molecule is a medium-chain fatty acid that is the 12-hydroxylated derivative of lauric acid. It has a role as a human metabolite. It is an omega-hydroxy fatty acid and a medium-chain fatty acid. It derives from a dodecanoic acid. It is a conjugate acid of a 12-hydroxylaurate. C(CCCCCC(=O)O)CCCCCO